oleylamine behenate C(CCCCCCCCCCCCCCCCCCCCC)(=O)O.C(CCCCCCC\C=C/CCCCCCCC)N